N(=[N+]=[N-])CC1=CC(=CC(=C1)CN=[N+]=[N-])CN=[N+]=[N-] 1,3,5-tri(azidomethyl)benzene